1-chloro-2,3,3,3-tetrafluoropropen ClC=C(C(F)(F)F)F